P(=O)(F)(F)F phosphoric acid, fluoride